ClC=1C=C(C=CC1)C=1SC=C(C1SC)C(F)(F)F 2-(3-chlorophenyl)-3-(methylthio)-4-(trifluoromethyl)thiophene